4-(4-aminophenyl)sulfonylpiperazine-1-carboxylic acid benzyl ester C(C1=CC=CC=C1)OC(=O)N1CCN(CC1)S(=O)(=O)C1=CC=C(C=C1)N